4-(4-aminopiperidin-1-yl)-5-(3,5-dimethylphenyl)-3-(6-fluoro-4-methoxy-1H-1,3-benzodiazol-2-yl)pyridin-2-amine NC1CCN(CC1)C1=C(C(=NC=C1C1=CC(=CC(=C1)C)C)N)C1=NC2=C(N1)C=C(C=C2OC)F